FC1=C2C=CN(C2=CC(=C1OC=1C=CC(=C(C1)C=1NC(=CN1)CCN1C(C2=CC=CC=C2C1=O)=O)F)F)COCC[Si](C)(C)C 2-[2-[2-[5-[4,6-Difluoro-1-(2-trimethylsilylethoxymethyl)indol-5-yl]oxy-2-fluoro-phenyl]-1H-imidazol-5-yl]ethyl]isoindoline-1,3-dione